3-((5-chloro-3-fluoropyridin-2-yl)methyl)-2-oxo-2,3-dihydrobenzo[d]oxazole-6-carbaldehyde ClC=1C=C(C(=NC1)CN1C(OC2=C1C=CC(=C2)C=O)=O)F